[Na+].[Na+].[Na+].C(C(O)C(C(=O)[O-])CC(=O)[O-])(=O)[O-] isocitric acid trisodium salt